N-((S)-1-(((R)-4-(ethylamino)-3,4-dioxo-1-((S)-2-oxopyrrolidin-3-yl)butan-2-yl)amino)-4-methyl-1-oxopentan-2-yl)-9-hydroxy-9H-fluorene-9-carboxamide C(C)NC(C([C@@H](C[C@H]1C(NCC1)=O)NC([C@H](CC(C)C)NC(=O)C1(C2=CC=CC=C2C=2C=CC=CC12)O)=O)=O)=O